4-(4-(4-(3-(3,4-dimethoxyphenyl)-1,2-dimethyl-1H-pyrrolo[2,3-c]pyridin-5-yl)phenyl)piperazin-1-yl)-2-methylbutan-2-ol COC=1C=C(C=CC1OC)C1=C(N(C2=CN=C(C=C21)C2=CC=C(C=C2)N2CCN(CC2)CCC(C)(O)C)C)C